trisodium 1-octanoyloxy-pyrene-3,6,8-trisulfonate C(CCCCCCC)(=O)OC1=CC(=C2C=CC=3C(=CC(=C4C=CC1=C2C34)S(=O)(=O)[O-])S(=O)(=O)[O-])S(=O)(=O)[O-].[Na+].[Na+].[Na+]